ClC=1C=C2C(=NC=NC2=CC1C1=C(C=CC(=C1)OC(F)(F)F)F)N1CCN(CC1)C(C=C)=O 1-(4-(6-chloro-7-(2-fluoro-5-(trifluoromethoxy)phenyl)quinazolin-4-yl)piperazin-1-yl)prop-2-en-1-one